(S)-3-(2,6-dichloro-4-((4-(3-chloropropoxy)phenyl)sulfonyl)phenoxy)propane-1,2-diyl diacetate C(C)(=O)OC[C@H](COC1=C(C=C(C=C1Cl)S(=O)(=O)C1=CC=C(C=C1)OCCCCl)Cl)OC(C)=O